3,3,3-trifluoro-N-[[2-fluoro-4-[5-(trifluoro-methyl)-1,2,4-oxadiazol-3-yl]phenyl]methyl]propanamide FC(CC(=O)NCC1=C(C=C(C=C1)C1=NOC(=N1)C(F)(F)F)F)(F)F